Methyl 2-((1-(2-(4-cyanopiperidin-1-yl)-3,6-dimethyl-4-oxo-3,4-dihydro-quinazolin-8-yl)ethyl)amino)benzoate C(#N)C1CCN(CC1)C1=NC2=C(C=C(C=C2C(N1C)=O)C)C(C)NC1=C(C(=O)OC)C=CC=C1